6-ethyl-5-methyl-pyrazine C(C)C1=C(N=CC=N1)C